C=C(C(=O)OC)CC(=O)OC1(CC1)C1CCCCC1 4-(1-cyclohexylcyclopropyl) 1-methyl 2-methylenesuccinate